5-((5-fluoropyridin-2-yl)(morpholino)methyl)-2-methylbenzo[d]thiazol-4-ol FC=1C=CC(=NC1)C(C1=CC=C2C(N=C(S2)C)=C1O)N1CCOCC1